CN1C(CCCC1)CC1=CC(=CC=C1)[C@@H]1NC[C@H](CC1)C 1-methyl-2-[[3-[(2R,5S)-5-methyl-2-piperidyl]phenyl]methyl]piperidine